N-[(3S)-pyrrolidin-3-yl]carbamic acid tert-butyl ester C(C)(C)(C)OC(N[C@@H]1CNCC1)=O